O1C(=CC2=C1C=CC=C2)C2=CC=C(C=C2)N(C2=CC=C(C=C2)C2=CC1=C(N=C(O1)C1=CC=CC=C1)C=C2)C2=CC=C(C=C2)C=2OC1=C(C2)C=CC=C1 N,N-bis(4-benzofuran-2-yl-phenyl)-N-{4-(2-phenyl-benzooxazol-6-yl)-phenyl}-amine